(R)-8-bromo-N4-(1-cyclopropylethyl)-N2-(3-fluoro-5-methylphenyl)quinazoline-2,4-diamine BrC=1C=CC=C2C(=NC(=NC12)NC1=CC(=CC(=C1)C)F)N[C@H](C)C1CC1